C1(CC1)CC1(CCN(CC1)C1=C(C=C(C=C1)C(F)(F)F)NC(=O)C=1OC(=CC1)C1CCOCC1)O N-(2-(4-(cyclopropylmethyl)-4-hydroxypiperidin-1-yl)-5-(trifluoromethyl)phenyl)-5-(tetrahydro-2H-pyran-4-yl)furan-2-carboxamide